C(C)(C)(C)OC(=O)N1CCN(CC1)CC1=CC=C(C=C1)N1C(=NC=2C1=NC=C(C2)C2=CC=CC=C2)C=2C(=NC=CC2)N.BrCC2=C(C=C(CN1C(CCC1)=O)C=C2)I 1-(4-(bromomethyl)-3-iodobenzyl)pyrrolidin-2-one tert-butyl-4-[[4-[2-(2-amino-3-pyridyl)-6-phenyl-imidazo[4,5-b]pyridin-3-yl]phenyl]methyl]piperazine-1-carboxylate